1,3-diethyl 2-[3-(3-methyl-1-butyn-1-yl)phenyl]propanedioate CC(C#CC=1C=C(C=CC1)C(C(=O)OCC)C(=O)OCC)C